2-(dichloromethyl)benzyl isocyanate ClC(C1=C(CN=C=O)C=CC=C1)Cl